C(C)OC(=O)C1=CC=C(C=C1)C1C2CC2CN1CC1=C2C=CN(C2=C(C=C1C)C)C(=O)OC(C)(C)C tert-butyl 4-((2-(4-(ethoxycarbonyl) phenyl)-3-azabicyclo[3.1.0]hex-3-yl) methyl)-5,7-dimethyl-1H-indole-1-carboxylate